C(C)(C)(C)[Si](OCC1=NN(C=C1)[C@@H]1CN(CCC1)C(=O)OC(C)(C)C)(C)C tert-butyl (3S)-3-[3-[[tertbutyl(dimethyl)silyl]oxymethyl]pyrazol-1-yl]piperidine-1-carboxylate